O.Cl.ClC=1C=C(C=CC1)C(CO)NC(=O)C=1NC=CC1 1H-pyrrole-2-carboxylic acid [1-(3-chlorophenyl)-2-hydroxyethyl]Amide HCl hydrate